CC1(N(C[C@H](C1)CCC(CC1=NC=CC=C1)NC1=NC(=CC=C1)S(N)(=O)=O)C(=O)OC(C)(C)C)C tert-Butyl (4S)-2,2-dimethyl-4-[4-(2-pyridyl)-3-[(6-sulfamoyl-2-pyridyl)amino]butyl]pyrrolidine-1-carboxylate